3-((4,5-dimethylisoxazol-3-yl)ethynyl)-N-(6-(2,6-dioxopiperidin-3-yl)-1-oxoisoindolin-4-yl)benzenesulfonamide tert-Butyl-3-(thiazol-5-yl)piperidine-1-carboxylate C(C)(C)(C)OC(=O)N1CC(CCC1)C1=CN=CS1.CC=1C(=NOC1C)C#CC=1C=C(C=CC1)S(=O)(=O)NC1=C2CNC(C2=CC(=C1)C1C(NC(CC1)=O)=O)=O